FC=1C(=C(C#N)C(=CC1CO)F)OC 3,6-Difluoro-4-(hydroxymethyl)-2-methoxybenzonitrile